C(=O)[O-].[K+] Potassium formate